BrC1=NC=C(C=C1NC(OC(C)(C)C)=O)C(F)(F)F tert-Butyl N-[2-bromo-5-(trifluoromethyl)-3-pyridyl]carbamate